NCC=1C(=NC(=NC1)SC)NC1=CC=C(C=C1)C1=NN(C=N1)COCC[Si](C)(C)C 5-(aminomethyl)-2-(methylthio)-N-(4-(1-((2-(trimethylsilyl)ethoxy)methyl)-1H-1,2,4-triazol-3-yl)phenyl)pyrimidin-4-amine